(1r,3s)-3-methoxy-3-methylcyclobutane-1-carbaldehyde COC1(CC(C1)C=O)C